CS(=O)(=O)OC1C2CCC(CC1)N2C(=O)OC(C)(C)C tert-butyl 2-((methylsulfonyl)oxy)-8-azabicyclo[3.2.1]octane-8-carboxylate